4-(2-(3-(4-cyanobenzyl)-4-methyl-2-oxo-2H-chromen-7-yloxy)ethoxy)-3-(benzenesulfonyl)-1,2,5-oxadiazole-2-oxide C(#N)C1=CC=C(CC=2C(OC3=CC(=CC=C3C2C)OCCOC=2C(=[N+](ON2)[O-])S(=O)(=O)C2=CC=CC=C2)=O)C=C1